C(C)(C)(C)OC(=O)N1CCOCC2(CNCCO2)C1 tert-butyl-1,8-dioxa-4,11-diazaspiro[5.6]dodecane-11-carboxylate